(S)-1-cyano-3,3-dimethylbutylcarbamate C(#N)[C@H](CC(C)(C)C)NC([O-])=O